OCCCCCCOC1=CC=C(C=C1)/C=C/C(=O)OCCCC(F)(F)F 4,4,4-trifluorobutyl (E)-3-[4-(6-hydroxyhexoxy)phenyl]prop-2-enoate